COC=1C=CC(=NC1OCCC)C=1C=NC=C(C1)C=1CB(OC1)O 4-(5-methoxy-6-propoxy-[2,3'-bipyridyl]-5'-yl)-1,2-oxaborol-2-ol